C1(=CC=CC2=CC=CC=C12)N(C1=CC=C(C=2C(CC(N(C3=CC=CC=C3)C3=CC=CC4=CC=CC=C34)=CC2)(C)C)C=C1)C1=CC=CC=C1 bis(naphthalen-1-yl)-N,N'-bis(phenyl)-2,2-dimethylbenzidine